(7R)-2-(2-(1-(cyclopropylmethyl)-6-(2-hydroxypropan-2-yl)-1H-pyrrolo[2,3-b]pyridin-2-yl)-4-methoxy-3-methylbenzofuran-6-carbonyl)-2-azabicyclo[2.2.1]heptan C1(CC1)CN1C(=CC=2C1=NC(=CC2)C(C)(C)O)C=2OC1=C(C2C)C(=CC(=C1)C(=O)N1C2CCC(C1)C2)OC